(4-trifluoromethyl-benzyl)-5,7-dibromo-indoline-2,3-dione FC(C1=CC=C(CN2C(C(C3=CC(=CC(=C23)Br)Br)=O)=O)C=C1)(F)F